1,6-Diisocyanato-2,4,4-trimethylhexan N(=C=O)CC(CC(CCN=C=O)(C)C)C